1-[(2R,3R)-2-(2-Chloro-5-fluoro-3-methyl-phenyl)-3-hydroxy-pyrrolidin-1-yl]-2-[3-cyclopropyl-5-(trifluoromethyl)pyrazol-1-yl]ethanone ClC1=C(C=C(C=C1C)F)[C@H]1N(CC[C@H]1O)C(CN1N=C(C=C1C(F)(F)F)C1CC1)=O